N1=CC=C(C=C1)C(C)(C)N1CCC(CC1)=O 1-(2-(pyridin-4-yl)propan-2-yl)piperidin-4-one